[I-].COP(OC)OC.[Cu+2].C(CCCCCCCCCCCC)CO[Si](OC)(OC)CCCCCCCCF.[I-] tridecanyl-fluorooctyl-trimethoxysilane copper trimethyl-phosphite iodide